ClC=1C=CC(=NC1)C1(OC2=C(O1)C=CC=C2C2CCN(CC2)CC2=NC1=C(N2C[C@H]2OCC2)C=C(C=C1OC(C)C)C(=O)O)C 2-((4-(2-(5-chloropyridin-2-yl)-2-methylbenzo[d][1,3]dioxolan-4-yl)piperidin-1-yl)methyl)-4-isopropoxy-1-(((S)-oxetan-2-yl)methyl)-1H-benzo[d]imidazole-6-carboxylic acid